N-(4-(5-(difluoromethyl)-1,3,4-oxadiazol-2-yl)benzyl)-1-(tetrahydro-2H-pyran-4-yl)-N-(m-tolyl)piperidine-4-sulfonamide FC(C1=NN=C(O1)C1=CC=C(CN(S(=O)(=O)C2CCN(CC2)C2CCOCC2)C=2C=C(C=CC2)C)C=C1)F